O1C=CC2=C1C=C(C=C2)CN(C(=O)[C@H]2N(CCC2)S(=O)(=O)C2=CC=C(C)C=C2)C2COCCC2 (2S)-N-(Benzofuran-6-ylmethyl)-N-(tetrahydro-2H-pyran-3-yl)-1-tosylpyrrolidine-2-carboxamide